CC=1C=CC(=C(C1)N1C(SCC1=O)=NC(N)=O)C(C(F)(F)F)OC 3-(3-(5-methyl-2-(2,2,2-trifluoro-1-methoxyethyl)phenyl)-4-oxothiazolidin-2-ylidene)urea